tert-Butyl 3-[4-(trifluoromethoxy)phenyl]-2,5-dihydropyrrole-1-carboxylate FC(OC1=CC=C(C=C1)C=1CN(CC1)C(=O)OC(C)(C)C)(F)F